ClC=1C=C(C=CC1)C(C1=CN=C(S1)NC(OC(C)(C)C)=O)O tert-butyl (5-((3-chlorophenyl)(hydroxy)methyl)thiazol-2-yl)carbamate